BrC1=CC=C(C=C1)[C@@H](C)[C@]1(C(NC(C1)=O)=O)C (3S)-3-[(1R)-1-(4-bromophenyl)ethyl]3-methyl-pyrrolidine-2,5-dione